C(C)N(C(O[C@H]1C[C@H](CC1)C=1NN=C(C1)NC(COC1=C(C(=CC(=C1)OC)O)C=O)=O)=O)CC (1R,3S)-3-{5-[2-(2-formyl-3-hydroxy-5-methoxyphenoxy)acetamido]-2H-pyrazol-3-yl}cyclopentyl N,N-diethylcarbamate